FC=1C=NC(=NC1)N[C@@H]1CN(C[C@H]1OCC1=CC=C(C=C1)C(F)(F)F)C(=O)OC(C)(C)C tert-butyl trans-3-((5-fluoropyrimidin-2-yl)amino)-4-((4-(trifluoromethyl)benzyl)oxy)pyrrolidine-1-carboxylate